1,1-dimethylurea bis(2,2,2-trifluoroacetate) FC(C(=O)O)(F)F.FC(C(=O)O)(F)F.CN(C(=O)N)C